[5-(4-aminocinnolin-7-yl)-2-(difluoromethoxy)-4-pyrazol-1-ylphenyl]boronic acid formic acid salt C(=O)O.NC1=CN=NC2=CC(=CC=C12)C=1C(=CC(=C(C1)B(O)O)OC(F)F)N1N=CC=C1